C(CCCCCCC\C=C/CCCCCCCC)(=O)O.OCC(O)CO.OCC(O)CO.OCC(O)CO Triglycerol oleate